4-((5-Chloro-7-(2-((2-ethyl-3,5-dioxo-2,5-dihydro-1,2,4-triazine-4(3H)-yl)methyl)thieno[3,2-b]pyridin-7-yl)-1H-indol-1-yl)methyl)piperidine-4-carbonitrile ClC=1C=C2C=CN(C2=C(C1)C1=C2C(=NC=C1)C=C(S2)CN2C(N(N=CC2=O)CC)=O)CC2(CCNCC2)C#N